ClC1=CC=C(C=C1)C1=NN(C[C@@H]1C1=CC=CC=C1)\C(\N=C(N)N)=N/S(=O)(=O)N1CC(CCC1)(F)F (E)-2-((Z)-((S)-3-(4-chlorophenyl)-4-phenyl-4,5-dihydro-1H-pyrazol-1-yl)(((3,3-difluoropiperidin-1-yl)sulfonyl)imino)methyl)guanidine